O1C(=NC2=C1C=CC=C2)CN2C=CC1=CC=CC(=C21)C(=O)NC2(CC2)C21CC(C2)(C1)C(=O)O 3-(1-(1-(Benzo[d]oxazol-2-ylmethyl)-1H-indole-7-carboxamido)cyclopropyl)bicyclo[1.1.1]pentane-1-carboxylic Acid